CC=1N=C(C2=C(N1)C1=C(O2)C=CC=C1)N1[C@@H](C[C@@H](C1)CC(NC1=CC=C(C=C1)C)=O)C(=O)O (2S,4R)-1-(2-methylbenzofuro[3,2-d]pyrimidin-4-yl)-4-(2-oxo-2-(p-tolylamino)ethyl)pyrrolidine-2-carboxylic acid